vinyl-imidazole chloride salt [Cl-].C(=C)C=1NC=CN1